CN(CC(=O)NC1C2CC3(CC(CC1C3)C2)C(=O)N)S(N(C2=C(C=C(C=C2F)F)F)C)(=O)=O 4-(2-(methyl(N-methyl-N-(2,4,6-trifluorophenyl)sulfamoyl)amino)acetamido)adamantane-1-carboxamide